FC1=CC=C(C=C1)N1N=C(C(=C1)C=1C(=C(C(=NC1)C(=O)NCC(=O)OCC)OCOC)C)C Ethyl 2-[[5-[1-(4-fluorophenyl)-3-methyl-pyrazol-4-yl]-3-(methoxymethoxy)-4-methyl-pyridine-2-carbonyl]amino]acetate